ClC=1C=C(CNC(CCC2=CC(=CC=C2)NC=2C(N(C(C2)=O)C2C(NC(CC2)=O)=O)=O)=O)C=CC1C N-(3-chloro-4-methylbenzyl)-3-(3-((1-(2,6-dioxopiperidin-3-yl)-2,5-dioxo-2,5-dihydro-1H-pyrrol-3-yl)amino)phenyl)propanamide